BrC1=CC=C(C=N1)C(=O)NC=1C(=NC=CC1)S(=O)(=O)C 6-bromo-N-(2-methanesulfonylpyridin-3-yl)pyridine-3-carboxamide